C(C)(C)NC(=O)C=1SC(=CC1)C1=CN=CC2=CC=CC=C12 N-isopropyl-5-(isoquinolin-4-yl)thiophene-2-carboxamide